3-hydroxy-N-(4-hydroxyphenyl)-N-isopropyl-2-methylpropanamide OCC(C(=O)N(C(C)C)C1=CC=C(C=C1)O)C